8-(pyridin-3-ylsulfonyl)-3-(2-(4-(p-tolyl)piperazin-1-yl)ethyl)-2-oxa-8-azaspiro[4.5]decan-1-one N1=CC(=CC=C1)S(=O)(=O)N1CCC2(CC(OC2=O)CCN2CCN(CC2)C2=CC=C(C=C2)C)CC1